ClC1=CC=C(C=C1)C(N1C[C@@H](N(C[C@H]1C)C1=CC(N(C=2C=CC(=NC12)C#N)C)=O)CC)C1=CC=C(C=C1)F 8-[(2s,5r)-4-[(4-chlorophenyl)(4-fluorophenyl)methyl]-2-ethyl-5-methylpiperazin-1-yl]-5-methyl-6-oxo-5,6-dihydro-1,5-naphthyridine-2-carbonitrile